4,4,5,5-tetramethyl-2-(4'-phenyl-[1,1':3',1''-terphenyl]-4-yl)-1,3,2-dioxaborolan CC1(OB(OC1(C)C)C1=CC=C(C=C1)C1=CC(=C(C=C1)C1=CC=CC=C1)C1=CC=CC=C1)C